NC1CN(CC1OC(C)C)C1=NC=2CCC(CC2C(=C1)F)NC(=O)C1=CC2=C(N=N1)N(C=C2Cl)CC N-{2-[3-amino-4-(propan-2-yloxy)pyrrolidin-1-yl]-4-fluoro-5,6,7,8-tetrahydroquinolin-6-yl}-5-chloro-7-ethyl-7H-pyrrolo[2,3-c]pyridazine-3-carboxamide